C1CN(CCC12CCNCC2)C[C@@H]2[C@@H](CN(CC2)C2=C(C=C1C(=NN(C1=C2)C)C2C(NC(CC2)=O)=O)F)C 3-(6-((3S,4S)-4-((3,9-diazaspiro[5.5]undecan-3-yl)methyl)-3-methylpiperidin-1-yl)-5-fluoro-1-methyl-1H-indazol-3-yl)piperidine-2,6-dione